N1=C(C=CC=C1)CCOC1=NC(=CC(=N1)N1CCOCC1)N1N=C(C=C1)C=1C=C(C=CC1)C 4-(2-(2-(pyridin-2-yl)ethoxy)-6-(3-(m-tolyl)-1H-pyrazol-1-yl)pyrimidin-4-yl)morpholine